ClC=1C=NC=C(C1[C@@H](C)OC=1C=C2C(=NNC2=CC1)C=1C=C(NCC=2C=NC=CC2)C=C(C1)OC)Cl 3-[5-[(1R)-1-(3,5-dichloro-4-pyridyl)ethoxy]-1H-indazol-3-yl]-5-methoxy-N-(3-pyridylmethyl)aniline